benzyl 2-(1-((tert-butoxycarbonyl) amino)-4-methylpentan-3-yl)-2,6-diazaspiro[3.4]octane-6-carboxylate C(C)(C)(C)OC(=O)NCCC(C(C)C)N1CC2(C1)CN(CC2)C(=O)OCC2=CC=CC=C2